ClC1=C(C(=O)OC)C=C(C=C1N1CC2(CS(C2)(=O)=O)C1)F methyl 2-chloro-3-(2,2-dioxo-2λ6-thia-6-azaspiro[3.3]heptan-6-yl)-5-fluoro-benzoate